C1(CC1)NC(C1=C(C=C(C=C1OC)NC1=NN2C(C=C(C=C2)C2=CC(=NC=C2OC2CCC(CC2)O)C)=C1)OC)=O N-cyclopropyl-4-[[5-[5-(4-hydroxycyclohexoxy)-2-methyl-4-pyridyl]pyrazolo[1,5-a]pyridin-2-yl]amino]-2,6-dimethoxy-benzamide